3-amino-N-[(2S)-1-(3-methoxyphenyl)hex-2-yl]bicyclo[1.1.1]pentane-1-carboxamide hydrochloride Cl.NC12CC(C1)(C2)C(=O)N[C@H](CC2=CC(=CC=C2)OC)CCCC